5-(1,2-oxazol-5-yl)furan O1N=CC=C1C1=CC=CO1